[Ni].[Sn].[Cu] copper tin-nickel